CC(=CC)CCC=C(C)C trans-3,7-dimethyl-2,6-octadien